6-(4-acetylpiperazin-1-yl)-2-[(2R)-3-(3,4-dihydro-1H-isoquinolin-2-yl)-2-hydroxypropyl]spiro[3H-isoquinoline-4,1'-cyclopropane]-1-one C(C)(=O)N1CCN(CC1)C=1C=C2C(=CC1)C(N(CC21CC1)C[C@@H](CN1CC2=CC=CC=C2CC1)O)=O